N-(4-(1-(3-(cyanomethyl)-1-(ethylsulfonyl)azetidin-3-yl)-1,2,3,6-tetrahydropyridin-4-yl)-1H-pyrrolo[2,3-b]pyridin-6-yl)cyclopropylcarboxamide C(#N)CC1(CN(C1)S(=O)(=O)CC)N1CCC(=CC1)C1=C2C(=NC(=C1)NC(=O)C1CC1)NC=C2